COC(CNC(C=C)=O)OC acryloylaminoacetaldehyde dimethylacetal